5-cyano-2-fluoropyridine C(#N)C=1C=CC(=NC1)F